4-(4-hydroxy-3-methoxyphenyl)-butan-2-one OC1=C(C=C(C=C1)CCC(C)=O)OC